CC1=CC2=C(N=C(N2)C=2C(=NON2)N)C=C1 4-(5-methyl-benzimidazol-2-yl)-1,2,5-oxadiazol-3-amine